N1(CCCCC1)C1CCN(CC1)C1=C(C=C(C=N1)C1=CC=2C3=C(C=NC2C=C1)N(CC31C(CC1)=O)C)NS(N(C)C)(=O)=O 8'-(6-{[1,4'-Bipiperidine]-1'-yl}-5-[(dimethylsulfamoyl)amino]pyridin-3-yl)-3'-methyl-2',3'-dihydrospiro[cyclobutane-1,1'-pyrrolo[2,3-c]quinoline]-2-one